diallyl (5-chloro-8-quinolineoxy)malonate ClC1=C2C=CC=NC2=C(C=C1)OC(C(=O)OCC=C)C(=O)OCC=C